methyl 6-(3-(4-(hydroxymethyl) phenoxy) azetidin-1-yl)-[1,1'-biphenyl]-2-carboxylate OCC1=CC=C(OC2CN(C2)C=2C=CC=C(C2C2=CC=CC=C2)C(=O)OC)C=C1